FC1=CC(=C(OC2=C(C=NC(=C2)C(F)(F)F)C(=O)NC=2CC(C=CC2)=NS(=O)(=O)C)C=C1)C 4-(4-fluoro-2-methyl-phenoxy)-N-[3-(methylsulfonylimino)phenyl]-6-(trifluoromethyl)pyridine-3-carboxamide